N,N-dimethyl-aminoethyl-p-methylphenylboronic acid ammonium bromide [Br-].[NH4+].CN(C)CCC1=C(C=CC(=C1)C)B(O)O